5-[4-[3,3-difluoro-4-[2-(1-piperidinyl)ethoxy]pyrrolidin-1-yl]thieno[2,3-d]pyrimidin-6-yl]-1H-pyrimidine-2,4-dione FC1(CN(CC1OCCN1CCCCC1)C=1C2=C(N=CN1)SC(=C2)C=2C(NC(NC2)=O)=O)F